6-oxo-6,9-dihydro-1H-purine-7-ium O=C1C=2[NH+]=CNC2N=CN1